α-linolenoyl-tyramine C(CCCCCCC\C=C/C\C=C/C\C=C/CC)(=O)NCCC1=CC=C(C=C1)O